CN(C)CCOC1=CC=CC=C1 N,N-Dimethyl-(2-phenoxyethyl)amine